(S)-2-amino-3-(3-(aminomethyl)phenyl)propionic acid N[C@H](C(=O)O)CC1=CC(=CC=C1)CN